C1(CC1)C=1N=NN(C1)C(C(=O)N1C(CC(C1)O)C=1SC2=C(N1)C=CC(=C2)OC)C(C)C 2-(4-cyclopropyl-1H-1,2,3-triazol-1-yl)-1-(4-hydroxy-2-(6-methoxybenzo[d]thiazol-2-yl)pyrrolidin-1-yl)-3-methylbutan-1-one